ClC1=C(C=CC=C1)N1C(N=C(C2=C1N=C(C=C2)C(F)(F)F)N2CC(CC2)O)=S 1-(2-chlorophenyl)-4-(3-hydroxypyrrolidin-1-yl)-7-(trifluoromethyl)pyrido[2,3-d]pyrimidine-2(1H)-thione